2-methyl-β-naphthothiazole CC1=NC2=C(S1)C=CC3=CC=CC=C32